FC(S(=O)(=O)OC1=CCC2(OCCO2)CCC1)(F)F 1,4-dioxaspiro[4.6]undec-7-en-8-yl trifluoromethanesulfonate